N1CCNCCNCCNCCNCCNCCNCCNCCNCCNCCNCC1 1,4,7,10,13,16,19,22,25,28,31-undecazacyclotritriacontane